(2R,4R)-6-chloro-4-hydroxy-N-(3-{4-[cis-3-(trifluoromethoxy)cyclobutyl]-1H-imidazol-1-yl}bicyclo[1.1.1]pent-1-yl)-3,4-dihydro-2H-1-benzopyran-2-carboxamide ClC=1C=CC2=C([C@@H](C[C@@H](O2)C(=O)NC23CC(C2)(C3)N3C=NC(=C3)[C@@H]3C[C@@H](C3)OC(F)(F)F)O)C1